bromo-3,4-dihydroquinoxalin-2(1H)-one BrN1C(CNC2=CC=CC=C12)=O